FC=1C=C(C=CC1C1=NOC(=N1)C(F)(F)F)CNS(=O)(=O)CC1=CC=CC=C1 N-[[3-fluoro-4-[5-(trifluoromethyl)-1,2,4-oxadiazol-3-yl]phenyl]methyl]-1-phenyl-methanesulfonamide